4-(2-(3-chlorophenyl)oxazol-5-yl)benzyl alcohol ClC=1C=C(C=CC1)C=1OC(=CN1)C1=CC=C(CO)C=C1